1-(pyrazin-2-yl)pyrrolidin-3-yl 2-(3,5-dichlorophenyl)benzo-[d]oxazole-6-carboxylate ClC=1C=C(C=C(C1)Cl)C=1OC2=C(N1)C=CC(=C2)C(=O)OC2CN(CC2)C2=NC=CN=C2